(E)-N-(4-(1-(6-(4-(4-(5-(2-(2,6-dioxopiperidin-3-yl)-1-oxoisoindolin-4-yl)pentyl)piperazin-1-yl)piperidin-1-yl)nicotinoyl)piperidin-4-yl)butyl)-3-(pyridin-3-yl)acrylamide O=C1NC(CCC1N1C(C2=CC=CC(=C2C1)CCCCCN1CCN(CC1)C1CCN(CC1)C1=NC=C(C(=O)N2CCC(CC2)CCCCNC(\C=C\C=2C=NC=CC2)=O)C=C1)=O)=O